BrC=1C(=CC(=NC1)C#N)OC1=C(C=C(C=C1)F)F 5-bromo-4-(2,4-difluorophenoxy)-2-cyanopyridine